ClC=1C=C(C#N)C=C(C1)CCN1CC(C(C1)C)COC1=CC=C(C=C1)S(=O)(=O)CCCS(=O)(=O)C 3-chloro-5-[2-(3-{[4-(3-methanesulfonylpropanesulfonyl)phenoxy]methyl}-4-methylpyrrolidin-1-yl)ethyl]benzonitrile